NCC1=C(C=C(C=C1OC)C=1C(=C(C=CC1)C1=C(C(=CC=C1)C1=NC(=NC=C1)C(=O)N)C)C)F (4''-(aminomethyl)-3''-fluoro-5''-methoxy-2,2'-dimethyl-[1,1':3',1''-terphenyl]-3-yl)pyrimidine-2-carboxamide